(R)-N-((R)-1-(2-bromo-5-fluorophenyl)propan-2-yl)-2-methylpropane-2-sulfinamide BrC1=C(C=C(C=C1)F)C[C@@H](C)N[S@](=O)C(C)(C)C